4-bromo-2-(bromomethyl)-3-methoxy-N-methylbenzenesulfonamide BrC1=C(C(=C(C=C1)S(=O)(=O)NC)CBr)OC